2-((4-Amino-3-(pyridin-3-yl)-1H-pyrazolo[3,4-d]pyrimidin-1-yl)methyl)-3-phenyl-4H-chromene NC1=C2C(=NC=N1)N(N=C2C=2C=NC=CC2)CC=2OC1=CC=CC=C1CC2C2=CC=CC=C2